ClC1=CC=C(C=C1)C1=NN(C(C1)C1=CC2=C(OCCO2)C=C1)C(NC1=CC=CC=C1)=S 3-(4-chlorophenyl)-5-(2,3-dihydrobenzo[1,4]dioxin-6-yl)-N-phenyl-4,5-dihydro-1H-pyrazole-1-thioamide